(R)-1-(2-Oxo-1-Phenyl-2-(4-(3-(Trifluoromethyl)Phenyl)Piperazin-1-yl)Ethyl)Pyrrolidine-2,5-Dione O=C([C@@H](C1=CC=CC=C1)N1C(CCC1=O)=O)N1CCN(CC1)C1=CC(=CC=C1)C(F)(F)F